O=C1N(CC2=CC(=CC=C12)C1CCN(CC1)CC1=NC=NC=C1)C1C(NC(CC1)=O)=O 3-(1-oxo-5-(1-(pyrimidin-4-ylmethyl)piperidin-4-yl)isoindolin-2-yl)piperidine-2,6-dione